BrC1=CC=2C(=NC=C(N2)C=O)O1 6-bromofuro[2,3-b]pyrazine-2-carbaldehyde